NC=1C=CC=C2CN(C(C12)=O)C(C1CC1)C1CC1 7-amino-2-(dicyclopropylmethyl)isoindolin-1-one